N-{[(9H-fluoren-9-yl)methoxy]carbonyl}glycyl-3-pyrazin-2-yl-L-alanine C1=CC=CC=2C3=CC=CC=C3C(C12)COC(=O)NCC(=O)N[C@@H](CC1=NC=CN=C1)C(=O)O